3-(trifluoromethyl)-7-vinyl-[1,2,4]triazolo[4,3-a]pyridine FC(C1=NN=C2N1C=CC(=C2)C=C)(F)F